ClC1=C(C(=CC=C1)Cl)CC(=O)NC=1C=C(N=NC1)N(C(C)=O)C1=CC(=CC(=C1)F)F N-{5-[2-(2,6-dichlorophenyl)acetylamino]pyridazin-3-yl}-N-(3,5-difluorophenyl)acetamide